(S)-(3-((6-(2,5-difluorophenyl)-4-((3-(trifluoromethyl)phenyl)sulfonyl)-3,4-dihydro-2H-benzo[b][1,4]oxazin-2-yl)methyl)oxetan-3-yl)methanol FC1=C(C=C(C=C1)F)C1=CC2=C(O[C@H](CN2S(=O)(=O)C2=CC(=CC=C2)C(F)(F)F)CC2(COC2)CO)C=C1